BrC=1C=C2CCC(SC2=CC1)CO (6-bromo-thiochroman-2-yl)-methanol